2-(4-bromo-2-chloro-phenyl)-2,2-difluoro-ethanamine BrC1=CC(=C(C=C1)C(CN)(F)F)Cl